(R)-(4-(7H-pyrrolo[2,3-d]pyrimidin-4-yl)-3,4-dihydro-2H-1,4-thiazin-6-yl)(3-(methylamino)piperidin-1-yl)methanone hydrochloride Cl.N1=CN=C(C2=C1NC=C2)N2CCSC(=C2)C(=O)N2C[C@@H](CCC2)NC